3-tert-butyl-1-{1-[(1S)-1-(5-chloro-2-fluorophenyl)ethyl]-7-cyano-2-oxoquinoxalin-6-yl}urea C(C)(C)(C)NC(NC=1C=C2N=CC(N(C2=CC1C#N)[C@@H](C)C1=C(C=CC(=C1)Cl)F)=O)=O